4-(benzyloxy)-2-((2R,3S,4S,5R)-3-(3,4-difluoro-2-methoxyphenyl)-4,5-dimethyl-5-(trifluoromethyl)tetrahydrofuran-2-yl)-N,N,6-trimethylpyridin-3-amine C(C1=CC=CC=C1)OC1=C(C(=NC(=C1)C)[C@@H]1O[C@]([C@H]([C@H]1C1=C(C(=C(C=C1)F)F)OC)C)(C(F)(F)F)C)N(C)C